3-bromo-5-fluoro-2-vinylpyridine BrC=1C(=NC=C(C1)F)C=C